N1,N3,N5-tris(2-aminoethyl)benzene-1,3,5-Tricarboxamide NCCNC(=O)C1=CC(=CC(=C1)C(=O)NCCN)C(=O)NCCN